N-((3-((5-((3S,4S)-4-amino-3-methyl-2-oxa-8-azaspiro[4.5]decan-8-yl)pyrazin-2-yl)thio)-2-chlorophenyl)carbamoyl)benzenesulfonamide N[C@@H]1[C@@H](OCC12CCN(CC2)C=2N=CC(=NC2)SC=2C(=C(C=CC2)NC(=O)NS(=O)(=O)C2=CC=CC=C2)Cl)C